methyl-N-phenyl-7-(pyridin-4-yl)-[1,2,4]triazolo[4,3-a]quinazolin-5-amine CC1=NN=C2N1C1=CC=C(C=C1C(=N2)NC2=CC=CC=C2)C2=CC=NC=C2